5-{2-acetamidoimidazo[1,2-b]pyridazin-6-yl}-N-{1-[2-fluoro-5-(trifluoromethyl)phenyl]ethyl}-2-methylpyridine-3-carboxamide C(C)(=O)NC=1N=C2N(N=C(C=C2)C=2C=C(C(=NC2)C)C(=O)NC(C)C2=C(C=CC(=C2)C(F)(F)F)F)C1